6-amino-7-fluoro-2H-1,4-benzoxazin NC=1C(=CC2=C(N=CCO2)C1)F